(S)-tert-butyl (1-(tetrahydro-2H-pyran-4-yl)pyrrolidin-3-yl)methylcarbamate O1CCC(CC1)N1C[C@@H](CC1)CNC(OC(C)(C)C)=O